P(=O)(OCC)(OCC)OC1=NNC(=C1)C diethyl 5-methylpyrazol-3-yl phosphate